FC=1C=C2C=NN(C2=CC1C1=CC=CC=2C(=COC21)CC(=O)NCC(=O)NCC(=O)OC)C methyl 2-(2-{2-[7-(5-fluoro-1-methylindazol-6-yl)-1-benzofuran-3-yl]acetamido}acetamido)acetate